ClC1=C(OC=2C=CC(=C(C2)S(=O)(=O)NC2(CC2)C(=O)N)O)C(=CC(=C1)N1N=C(C(NC1=O)=O)C(F)F)Cl 1-[[5-[2,6-dichloro-4-[6-(difluoromethyl)-3,5-dioxo-1,2,4-triazin-2-yl]phenoxy]-2-hydroxy-phenyl]sulfonylamino]cyclopropanecarboxamide